BrC1=NO[C@@H](C1)[C@H]1CN(CCC1)[C@@H](C)C1=CC(=CC=C1)C(F)(F)F (5S)-3-bromo-5-[(3R)-1-[(1S)-1-[3-(trifluoromethyl)phenyl]ethyl]-3-piperidyl]-4,5-dihydroisoxazole